3-chloro-N-(3-(6-fluoro-1H-benzoimidazol-2-yl)-1H-indazol-5-yl)propanamide ClCCC(=O)NC=1C=C2C(=NNC2=CC1)C1=NC2=C(N1)C=C(C=C2)F